N-[3-methoxy-5-(trifluoromethyl)-2-pyridyl]-5-phenyl-1H-pyrrole-3-sulfonamide COC=1C(=NC=C(C1)C(F)(F)F)NS(=O)(=O)C1=CNC(=C1)C1=CC=CC=C1